C(#N)C1=CC=C(CCN[C@@H]([C@@H]2CNC3=C(O2)N=CC(=C3)C=3C=C(C(=O)N)C=CC3)C3=CC=CC=C3)C=C1 3-((S)-3-((R)-((4-cyanophenethyl)amino)(phenyl)methyl)-2,3-dihydro-1H-pyrido[2,3-b][1,4]oxazin-7-yl)benzamide